(3-bromopropyl)-phthalimide BrCCCC1=C2C(C(=O)NC2=O)=CC=C1